ClC1=NC(=CC(=N1)SC)OCC1=CC=C(C=C1)C=1N(C=C(N1)C(F)(F)F)C 2-chloro-4-methylsulfanyl-6-[[4-[1-methyl-4-(trifluoromethyl)imidazol-2-yl]phenyl]methoxy]pyrimidine